4-[(5,6-Dimethoxy-benzothiazol-2-ylcarbamoyl)-methyl]-benzoic acid COC=1C(=CC2=C(N=C(S2)NC(=O)CC2=CC=C(C(=O)O)C=C2)C1)OC